FC(C(=O)O)(C)C1=CC(=NC=C1F)OC 2-fluoro-2-(5-fluoro-2-methoxypyridin-4-yl)propionic acid